O(C(=O)C)CC(=O)N(C(C)C)C1=CC=C(C=C1)F 2-(acetoxyl)-N-(4-fluorophenyl)-N-(1-methylethyl)acetamide